(S)-5-((5-(4-ethyl-2-methoxy-6-(piperidin-3-ylmethoxy)phenyl)-1H-pyrazol-3-yl)amino)pyrazine-2-carbonitrile C(C)C1=CC(=C(C(=C1)OC[C@@H]1CNCCC1)C1=CC(=NN1)NC=1N=CC(=NC1)C#N)OC